NC1=C2C(=NC(=N1)Cl)N(N=C2)CC=2C=CC(=C(C2)CS(=O)(=O)N(C)CCO)Br 1-(5-((4-amino-6-chloro-1H-pyrazolo[3,4-d]pyrimidin-1-yl)methyl)-2-bromophenyl)-N-(2-hydroxyethyl)-N-methylmethanesulfonamide